BrC=1C=CC(=C(C1)C(C(=O)O)N1C(N(C2=C(C1=O)C=CN=C2)C)=O)F (5-bromo-2-fluorophenyl)({1-methyl-2,4-dioxopyrido[3,4-d]pyrimidin-3-yl})acetic acid